FC1=C(C=CC=C1C(F)(F)F)[C@@H](C)NC1=NC(=NC2=CC=C(C=C12)P(C)(C)=O)C (R)-(4-(1-(2-fluoro-3-trifluoromethylphenyl)ethylamino)-2-methylquinazolin-6-yl)dimethylphosphine oxide